ClC1=CC=C2C(COCC2=C1)NCC 7-chloro-N-ethylisochroman-4-amine